ClC1=CC=C(C=C1)C1=NC2=CC=CC=C2C(N1)=O 2-(4-chlorophenyl)-4(3H)-quinazolinone